ethyl 2-(5-(2-(3,3-dimethylazetidin-1-yl)ethyl)-2-oxo-4-(trifluoromethyl)pyridin-1(2H)-yl)-4-methylpentanoate CC1(CN(C1)CCC=1C(=CC(N(C1)C(C(=O)OCC)CC(C)C)=O)C(F)(F)F)C